C(C)OC(CC1=CNC2=CC=CC=C12)=O Ethyl-2-(1H-indol-3-yl)acetat